C(C)(C)(C)OC(=O)N1C=CC2=CC(=CC(=C12)C)C#C[Si](C)(C)C 7-methyl-5-((trimethylsilyl)ethynyl)-1H-indole-1-carboxylic acid tert-butyl ester